6-hydroxy-2-(pyridin-2-yl)-3,4-dihydro-isoquinolin-1(2H)-one OC=1C=C2CCN(C(C2=CC1)=O)C1=NC=CC=C1